1-methyl-5-(2-oxo-2,3-dihydro-1H-benzo[d]imidazol-1-yl)-1H-indole-2-carboxylic acid ethyl ester C(C)OC(=O)C=1N(C2=CC=C(C=C2C1)N1C(NC2=C1C=CC=C2)=O)C